(bis(4-bromophenyl)amino)benzaldehyde BrC1=CC=C(C=C1)N(C1=CC=C(C=C1)Br)C1=C(C=O)C=CC=C1